beta-aminocrotonic acid ethyl ester C(C)OC(\C=C(\C)/N)=O